BrC1=C(C=CC=C1)N1N=NC(=C1)C1=CC=C(C=C1)NC(CN1C=NC=2N(C(N(C(C12)=O)C)=O)C)=O N-{4-[1-(2-bromophenyl)-1H-[1,2,3]triazol-4-yl]-phenyl}-2-(1,3-dimethyl-2,6-dioxo-1,2,3,6-tetrahydropurin-7-yl)acetamide